ClC=1C(=NC=CC1C=1C(=C(C=CC1)NC(C1=NC=C(C=C1)CNC[C@H]1NC(CC1)=O)=O)C)C1=CC(=C(C=C1)CNCCO)OC (S)-N-(3-(3-Chloro-2-(4-(((2-hydroxyethyl)amino)methyl)-3-methoxyphenyl)pyridin-4-yl)-2-methylphenyl)-5-((((5-oxopyrrolidin-2-yl)methyl)amino)methyl)picolinamide